ethane-1,2-diamine hydrobromide Br.C(CN)N